5-methyl-pyridine-2-sulfonic acid N-{6-(2-hydroxy-ethoxy)-5-(2-methoxy-phenoxy)-2-[2-(1H-tetrazol-5-yl)-pyridin-4-yl]-pyrimidin-4-yl}-amide sodium salt [Na].OCCOC1=C(C(=NC(=N1)C1=CC(=NC=C1)C1=NN=NN1)NS(=O)(=O)C1=NC=C(C=C1)C)OC1=C(C=CC=C1)OC